FC1=C(C=CC=C1)C=1N=C(SC1)N (2-fluorophenyl)thiazol-2-amine